methyl 2-hydroxy-4-((S)-1-((R)-morpholine-3-carboxamido)ethyl)benzoate OC1=C(C(=O)OC)C=CC(=C1)[C@H](C)NC(=O)[C@@H]1NCCOC1